C(C)(C)(C)OC(=O)N1CC(C1)OC=1C=NC(=CC1)Br 3-((6-bromopyridin-3-yl)oxy)azetidine-1-carboxylic acid tert-butyl ester